OC[C@H](C1=CC=CC=C1)NC1=CC(=NC=C1C1=NC(=NO1)C12CCN(CC1)CC2)NC2=CC1=C(C=N2)C(OC1(C)C)=O (S)-6-((4-((2-Hydroxy-1-phenylethyl)amino)-5-(3-(quinuclidin-4-yl)-1,2,4-oxadiazol-5-yl)pyridin-2-yl)amino)-1,1-dimethylfuro[3,4-c]pyridin-3(1H)-one